C(C)OC(=C)C1=NC=2N(C=C1)N=CC2NC(=O)[C@H]2CCN(C1(CC1)C2)C(=O)C2=NNC(=C2)C2=CC(=NC=C2F)OC (7S)-N-[5-(1-ethoxyvinyl)pyrazolo[1,5-a]pyrimidin-3-yl]-4-[5-(5-fluoro-2-methoxypyridin-4-yl)-1H-pyrazole-3-carbonyl]-4-azaspiro[2.5]octane-7-carboxamide